5'-CHLORO-2,2'-BITHIOPHEN-5-YLBORONIC ACID ClC1=CC=C(S1)C=1SC(=CC1)B(O)O